CC1=C(C(C(=O)O)=C(C=C1C(F)(F)F)[2H])[2H] 3-methyl-4-(trifluoromethyl)benzoic acid-2,6-d2